2,4,6-tris(allyloxy)s-triazine C(C=C)OC1=NC(=NC(=N1)OCC=C)OCC=C